FC1=C(C=CC(=C1)F)[C@@](CN1N=CN=C1)([C@@H](C)N1CCC(CC1)=C)O (2r,3r)-2-(2,4-difluorophenyl)-3-(4-methylenepiperidin-1-yl)-1-(1H-1,2,4-triazol-1-yl)-2-butanol